6-(2,4-dimethylthiazol-5-yl)-4-fluoroisoindolin-1-one CC=1SC(=C(N1)C)C1=CC(=C2CNC(C2=C1)=O)F